tris(4-(quinolin-8-yl)phenyl)amine N1=CC=CC2=CC=CC(=C12)C1=CC=C(C=C1)N(C1=CC=C(C=C1)C=1C=CC=C2C=CC=NC12)C1=CC=C(C=C1)C=1C=CC=C2C=CC=NC12